CC1CN(C=2C=CC3=C(C12)C=CC=C3S[Si](C(C)C)(C(C)C)C(C)C)C(=O)OC(C)(C)C tert-butyl 1-methyl-6-((triisopropylsilyl) thio)-1,2-dihydro-3H-benzo[e]indole-3-carboxylate